FC(C(=O)N1CC(C1)N1N=C(C=2C1=NC=CC2)C2=CC=C(C=C2)OC(F)(F)F)=C 2-fluoro-1-(3-(3-(4-(trifluoromethoxy)phenyl)-1H-pyrazolo[3,4-b]pyridin-1-yl)azetidin-1-yl)prop-2-en-1-one